CC1(OCCC1)CC#N 2-methyltetrahydrofuran-acetonitrile